3-bromo-5-bromomethyl-1-{[2-(trimethylsilyl)ethoxy]methyl}-1H-indazole BrC1=NN(C2=CC=C(C=C12)CBr)COCC[Si](C)(C)C